C1(CC1)[C@H](C1=CC=2N(N=C1)C=C(N2)[C@@H](NC(=O)C2=CN=NN2CCC(F)(F)F)C2CCC(CC2)(F)F)NC(CCC(F)(F)F)=O |o1:3| N-((S)-(7-((R*)-Cyclopropyl(4,4,4-trifluorobutanamido)methyl)imidazo[1,2-b]pyridazin-2-yl)(4,4-difluorocyclohexyl)methyl)-1-(3,3,3-trifluoropropyl)-1H-1,2,3-triazole-5-carboxamide